methyl (S)-2-((4-(6-((4-(dimethylphosphoryl)-2-fluorobenzyl)oxy)pyridin-2-yl)piperidin-1-yl)methyl)-1-(oxetan-2-ylmethyl)-1H-benzo[d]imidazole-6-carboxylate CP(=O)(C)C1=CC(=C(COC2=CC=CC(=N2)C2CCN(CC2)CC2=NC3=C(N2C[C@H]2OCC2)C=C(C=C3)C(=O)OC)C=C1)F